C1(=CC=CC=C1)P(O)(O)=O.C1(=C(C(=CC=C1)C(=O)N)C(=O)N)C(=O)N benzenetricarboxamide phenylphosphonate salt